C1(CC1)C1=CC(=C(N1C)C1=NC=CC=C1OC(F)(F)F)C(=O)O 5-cyclopropyl-1-methyl-2-(3-(trifluoromethoxy)pyridin-2-yl)-1H-pyrrole-3-carboxylic acid